O1CCC12CN(C2)CCC=O 3-{1-oxa-6-azaspiro[3.3]Hept-6-yl}propan-1-one